2,3,6-trifluorobenzyl (Z)-3-(2-cyanovinyl)-2,2-dimethylcyclopropanecarboxylate C(#N)\C=C/C1C(C1C(=O)OCC1=C(C(=CC=C1F)F)F)(C)C